FC=1C(=C2C=CN=CC2=CC1)CC(=O)OC(C)(C)C tert-Butyl 2-(6-fluoroisoquinolin-5-yl)acetate